FC1=C(OCCN(C2(CCOCC2)C(=O)NC2(CC2)C2=CC=C(C(=O)OC)C=C2)C)C=CC=C1 Methyl 4-[1-[[4-[2-(2-fluorophenoxy)ethyl-methyl-amino]tetrahydropyran-4-carbonyl]amino]cyclopropyl]benzoate